Methyl 12-((2-(4-(2-((2-(didodecylamino)ethyl)(dodecyl)amino)ethyl)piperazin-1-yl)ethyl)(dodecyl)amino)dodecanoate C(CCCCCCCCCCC)N(CCN(CCN1CCN(CC1)CCN(CCCCCCCCCCCC(=O)OC)CCCCCCCCCCCC)CCCCCCCCCCCC)CCCCCCCCCCCC